BrC=1C=CC=C2C(C(COC12)(F)F)(C(=O)O)C 8-bromo-3,3-difluoro-4-methyl-chromane-4-carboxylic acid